OCC1(CCOCC1)NC(=O)C=1C=2C[C@@H]3[C@H](C2N(N1)C1=NC=C(N=C1)Br)C3 (1aR,5aR)-2-(5-Bromo-pyrazin-2-yl)-1a,2,5,5a-tetrahydro-1H-2,3-diaza-cyclopropa[a]pentalene-4-carboxylic acid (4-hydroxymethyl-tetrahydro-pyran-4-yl)-amide